7-(1-(N-methyl-1H-1,2,4-triazole-1-carboxamido)propan-2-yl)-2-(4-phenoxyphenyl)-4,5,6,7-tetrahydropyrazolo[1,5-a]pyrimidine-3-carboxamide CN(C(=O)N1N=CN=C1)CC(C)C1CCNC=2N1N=C(C2C(=O)N)C2=CC=C(C=C2)OC2=CC=CC=C2